tert-butyl N-[6-(1-cyanopent-4-enyl)-2-[5-[2,2,2-trifluoro-1-hydroxy-1-(3-iodophenyl)ethyl]-1,3,4-oxadiazol-2-yl]-5-(trifluoromethyl)-3-pyridyl]carbamate C(#N)C(CCC=C)C1=C(C=C(C(=N1)C=1OC(=NN1)C(C(F)(F)F)(C1=CC(=CC=C1)I)O)NC(OC(C)(C)C)=O)C(F)(F)F